B#[V] vanadium Boride